N1=C(C=CC=C1)O[C@@H]1CC[C@H](CC1)C(=O)NN trans-4-(pyridin-2-yloxy)cyclohexanecarbohydrazide